(4-((2-chloropyrimidin-4-yl)oxy)phenyl)-N-(4-fluorophenyl)cyclopropane-1,1-dicarboxamide ClC1=NC=CC(=N1)OC1=CC=C(C=C1)C1C(C1)(C(=O)NC1=CC=C(C=C1)F)C(=O)N